COC1=CC=C(C=C1)CNCCCCS(=O)(=O)N1CCC(CC1)N1N=CC(=C1)C1=NC2=CC=CC=C2N=C1 N-[(4-methoxyphenyl)methyl]-4-[[4-(4-quinoxalin-2-ylpyrazol-1-yl)-1-piperidyl]sulfonyl]butan-1-amine